monopropionic acid methyl ester COC(CC)=O